O[C@@H]1CC(C[C@@H]1O)NC(C#CC1=CC(=C(C=C1)C1=CC=CC=C1)C(F)(F)F)=O N-[(1r,3R,4S)-3,4-dihydroxycyclopentyl]-3-[2-(trifluoromethyl)[1,1'-biphenyl]-4-yl]prop-2-ynamide